C(CCCC)C1=NC2=CC=CC=C2C=C1 2-(n-pentyl)quinoline